3-amino-N-((S)-7-((2S,3R)-2,3-dimethylpiperazin-1-yl)chroman-3-yl)-6-methylthieno[2,3-b]pyridine-2-carboxamide NC1=C(SC2=NC(=CC=C21)C)C(=O)N[C@@H]2COC1=CC(=CC=C1C2)N2[C@H]([C@H](NCC2)C)C